CC(=CC1=CC2=CC=CC=C2C=C1)C 2-(2-methylpropan-1-en-1-yl)naphthalene